(R)-1-(p-tolyl)ethyl 2-(hydroxymethyl)-4-(6-(1-methyl-1H-pyrazol-4-yl)pyrazolo[1,5-a]pyridin-3-yl)piperazine-1-carboxylate OCC1N(CCN(C1)C=1C=NN2C1C=CC(=C2)C=2C=NN(C2)C)C(=O)O[C@H](C)C2=CC=C(C=C2)C